[Cl-].C(CCCCCCCCCCC)[NH+]1CCC(CC1)CC 1-Dodecyl-4-ethylpiperidinium chlorid